CN1C(=C(C(C=C1C)=O)O)C(NC(=S)C)C=1SC2=C(N1)C=CC(=C2)[N+](=O)[O-] 1,6-dimethyl-2-((6-nitro-2-benzothiazolyl)-thioacetaminomethyl)-3-hydroxy-4-pyridone